ClC=1C(=C(C=CC1)[C@H]1CN[C@H]([C@@]12CNC1=C2C=NC(=C1)C(F)(F)F)CC(C)(C)C)F (2S,3S,4S,5R)-4-(3-chloro-2-fluorophenyl)-2-(2,2-dimethylpropyl)-6'-(trifluoromethyl)-1',2'-dihydrospiro[pyrrolidine-3,3'-pyrrolo[3,2-c]pyridine]